C(#C)C=1C=NC(NC1)=O 5-Ethynyl-2(1H)-pyrimidinone